4-((2-((3R,4S)-3-amino-4-fluoropiperidin-1-yl)-6-methoxy-1H-benzo[d]imidazol-1-yl)methyl)benzonitrile N[C@@H]1CN(CC[C@@H]1F)C1=NC2=C(N1CC1=CC=C(C#N)C=C1)C=C(C=C2)OC